1-(7-methoxy-1H-indol-3-yl)-2-((2-methoxy-5-(3-methyl-1,2,4-thiadiazol-5-yl)phenyl)amino)ethan-1-one COC=1C=CC=C2C(=CNC12)C(CNC1=C(C=CC(=C1)C1=NC(=NS1)C)OC)=O